tert-butyl (5-(5-mercapto-4-methyl-4H-1,2,4-triazol-3-yl)pyridin-2-yl)carbamate SC=1N(C(=NN1)C=1C=CC(=NC1)NC(OC(C)(C)C)=O)C